COC=1C2(OC3=C(C1)C=CC=C3)C3CCCC2CCC3 methoxyspiro[bicyclo[3.3.1]nonane-9,2'-[2H]benzopyran]